(R)-4-(3-(3-aminopiperidine-1-carbonyl)-1-(4-(trifluoromethoxy)phenyl)-1H-pyrazol-5-yl)benzonitrile N[C@H]1CN(CCC1)C(=O)C1=NN(C(=C1)C1=CC=C(C#N)C=C1)C1=CC=C(C=C1)OC(F)(F)F